C(C1=CC=CC=C1)OCCN1N=CC(=C1C(=O)O)Br 1-(2-(benzyloxy)ethyl)-4-bromo-1H-pyrazole-5-carboxylic acid